ethyl-methyl-imidazolium bromide [Br-].C(C)[N+]1=C(NC=C1)C